BrCC1=CN=C(S1)C1=CC=CC=C1 5-(bromomethyl)-2-phenylthiazole